5-((1R)-fluoro((((S)-1-(2-methoxyethoxy)-1-oxopropan-2-yl)amino)(2,2,2-trifluoroethoxy)phosphoryl)methyl)benzo[b]thiophene-2-carboxylic acid F[C@@H](C1=CC2=C(SC(=C2)C(=O)O)C=C1)P(=O)(OCC(F)(F)F)N[C@H](C(=O)OCCOC)C